C(CCC)N1C(CC(C1)F)C(NC1=NC(=C(C=C1C)F)Br)=O butyl-2-((6-bromo-5-fluoro-3-methylpyridin-2-yl)carbamoyl)-4-fluoropyrrolidine